FC=1C=C(COC2=CC=C(C=O)C=C2)C=CC1 4-(3-Fluorobenzyloxy)benzaldehyde